BrC1=CC2=C(N=C(N=C2)N[C@@H]2CC[C@H](CC2)C(=O)N)N2C1=NN=C2 trans-4-((6-bromo-[1,2,4]triazolo[4',3':1,6]pyrido[2,3-d]pyrimidin-2-yl)amino)cyclohexane-1-carboxamide